3-chloro-6-(3,4-dimethylphenyl)-2-methoxypyridine ClC=1C(=NC(=CC1)C1=CC(=C(C=C1)C)C)OC